(3-{bis-[(2-tert-butoxycarbonylamino-ethylcarbamoyl)-methyl]-amino}-propyl)-carbamic acid benzyl ester C(C1=CC=CC=C1)OC(NCCCN(CC(NCCNC(=O)OC(C)(C)C)=O)CC(NCCNC(=O)OC(C)(C)C)=O)=O